(R)-alpha-fluoro-4-bromophenylethyl alcohol F[C@H](CC1=CC=C(C=C1)Br)O